[Br-].C(C)OC1=C(C=C(C=N1)C[P+](C1=CC=CC=C1)(C1=CC=CC=C1)C1=CC=CC=C1)C(=O)OCC ((6-ethoxy-5-(ethoxycarbonyl)pyridin-3-yl)methyl)triphenylphosphonium bromide